CN1C=CC2=CC=C(C=C12)C#N 1-methyl-6-cyanoindole